3,4-Dihydro-5-(2-methylphenyl)-2H-pyrrole CC1=C(C=CC=C1)C=1CCCN1